7-(10-bromoanthracene-9-yl)-2-chlorodibenzofuran BrC1=C2C=CC=CC2=C(C2=CC=CC=C12)C1=CC2=C(C3=C(O2)C=CC(=C3)Cl)C=C1